Cl.O1COC2=C1C=CC(=C2)S(=O)(=O)N2C=C(C=C2C2=C(C=CC=C2)F)CNC {[1-(2H-1,3-benzodioxole-5-sulfonyl)-5-(2-fluorophenyl)-1H-pyrrol-3-yl]methyl}(methyl)amine hydrochloride